O=C1N(C(C2=CC=CC=C12)=O)N(C(=O)N[C@@H](C(C)C)C(=O)OC(C)(C)C)CCCN(\C(=N/C(=O)OC(C)(C)C)\NC(=O)OC(C)(C)C)C(=O)OC(C)(C)C tert-butyl (Z)-((1,3-dioxoisoindolin-2-yl)(3-(1,2,3-tris(tert-butoxycarbonyl)guanidino)propyl)carbamoyl)-L-valinate